1-[4-[5-chloro-6-oxo-4-[[(3S)-tetrahydropyran-3-yl]methylamino]pyridazin-1-yl]cyclohexyl]-3-(2-hydroxyethyl)benzimidazol-2-one ClC1=C(C=NN(C1=O)C1CCC(CC1)N1C(N(C2=C1C=CC=C2)CCO)=O)NC[C@H]2COCCC2